N-[3-(azepan-1-yl)-4-(7-methyl-6,8-dihydro-5H-imidazo[1,5-a]pyrazin-3-yl)phenyl]cyclopropanecarboxamide N1(CCCCCC1)C=1C=C(C=CC1C1=NC=C2N1CCN(C2)C)NC(=O)C2CC2